N[C@H](C(=O)NC1=C(C2=C(O[C@H](COC2)C)S1)C(C1=C(C=CC=C1F)F)=O)C (2S)-2-amino-N-[(2S)-6-(2,6-difluorobenzoyl)-2-methyl-3,5-dihydro-2H-thieno[2,3-e][1,4]dioxepin-7-yl]propanamide